[Ru](Cl)(Cl)(Cl)=O Ruthenium chlorid-Oxid